butylpyridinium-N-sulphonate C(CCC)OS(=O)(=O)[N+]1=CC=CC=C1